4-oxo-3-phenyl-3,4-dihydro-phthalazin-1-yl-triflate O=C1N(N=C(C2=CC=CC=C12)OS(=O)(=O)C(F)(F)F)C1=CC=CC=C1